N-methyl-2-{1-[(5-methyl-3-trifluoromethyl-1H-pyrazol-1-yl)acetyl]piperidin-4-yl}-N-[(1R)-1,2,3,4-tetrahydronaphthalen-1-yl]-4-thiazolecarboxamide CN(C(=O)C=1N=C(SC1)C1CCN(CC1)C(CN1N=C(C=C1C)C(F)(F)F)=O)[C@@H]1CCCC2=CC=CC=C12